3-(2-chloroethyl)-1-(3-methyl-1-buten-2-yl)-1,3-dihydro-2H-imidazo[4,5-g]quinolin-2-one ClCCN1C(N(C2=CC=3C=CC=NC3C=C21)C(=C)C(C)C)=O